ClC=1C=C(C(=NC1)OC(F)F)C1=NN=C(N1C)C1=C(C=CC=2OCOC21)F 5-chloro-2-(difluoromethoxy)-3-(5-(5-fluorobenzo[d][1,3]dioxol-4-yl)-4-methyl-4H-1,2,4-triazol-3-yl)pyridine